tert-butyl 4-(8-cyano-6,12-dioxo-6,12-dihydroindolo[2,1-b]quinazolin-2-yl)-1H-imidazole-1-carboxylate C(#N)C=1C=C2C(C3=NC4=CC=C(C=C4C(N3C2=CC1)=O)C=1N=CN(C1)C(=O)OC(C)(C)C)=O